(1r,4r)-4-(but-2,3-dienylaminomethyl)cyclohexane-1-carboxylic acid methyl ester COC(=O)C1CCC(CC1)CNCC=C=C